C(CCC)[N+]1(CCCCC1)C1CC(CC(C1)C)(C)C 1-butyl-1-(3,3,5-trimethylcyclohexyl)piperidinium